C(C1=CC=CC=C1)N1CCN(CC1)CCNC(=O)O[C@H]1[C@H](N(C[C@@H]1OC(=O)OC(C)(C)C)C(=O)OC(C)(C)C)CC1=CC=C(C=C1)OC tert-butyl (2R,3S,4S)-3-({[2-(4-benzylpiperazin-1-yl)ethyl]carbamoyl}oxy)-4-[(tert-butoxycarbonyl) oxy]-2-[(4-methoxyphenyl)methyl]pyrrolidine-1-carboxylate